imidazo[4,3-f][1,2,4]triazin-2-amine N=1N2C(C=NC1N)=CN=C2